O=CCCCCCCC(=O)N 8-oxooctanoamide